C1(CC1)C=1C=C(OC=2C=NC=3N(C2C(=O)NCC(F)C2=C(C=C(C=C2)Cl)Cl)C=CN3)C=CC1 6-(3-cyclopropylphenoxy)-N-[2-(2,4-dichlorophenyl)-2-fluoro-ethyl]imidazo[1,2-a]pyrimidine-5-carboxamide